FC=1C=CC(=NC1)[C@@](CC(=O)NC1(CC1)C1=CC(=CC=C1)OCC(F)(F)F)(C)O (S)-3-(5-fluoropyridin-2-yl)-3-hydroxy-N-(1-(3-(2,2,2-trifluoroethoxy)phenyl)cyclopropyl)-butanamide